FC(O[C@H]1CN(CC1)C=1C=2N(N=C(C1)C=1C(=NC(=NC1)OC)OC)C=CN2)F (R)-8-(3-(difluoromethoxy)pyrrolidin-1-yl)-6-(2,4-dimethoxypyrimidin-5-yl)imidazo[1,2-b]pyridazine